OCC(C)(C)OC1=C(C=C(C=C1)C(CCC=1N=C(SC1C(C)C)C1=CC=C(C=C1)C(F)(F)F)=O)C 1-(4-((1-hydroxy-2-methylpropan-2-yl)oxy)-3-methylphenyl)-3-(5-isopropyl-2-(4-(trifluoromethyl)phenyl)thiazol-4-yl)propan-1-one